P(OCC1=CC=CC=C1)(OCC1=CC=CC=C1)ON(C)C dibenzyl (dimethylamino) phosphite